ClC1=C(C(=NN1)C1=CC=CC=C1)Cl dichlorophenylpyrazol